CN1CC2=CC(=CC(=C2CC1)C)C=1N=C2C(=NC1)N(C=C2C2=CC(=C(C(=O)N(C)C[C@H](C)O)C=C2)C)S(=O)(=O)CC2=CC=CC=C2 (S)-4-(2-(2,5-dimethyl-1,2,3,4-tetrahydroisoquinolin-7-yl)-5-toluenesulfonyl-5H-Pyrrolo[2,3-b]Pyrazin-7-yl)-N-(2-hydroxypropyl)-N,2-dimethylbenzamide